CC1=C(C(=O)OC)C=CC=C1 Methyl methylbenzoate